4-(benzylamino)-8-(2-fluoro-6-methoxyphenyl)-N-propylisoquinoline-3-carboxamide C(C1=CC=CC=C1)NC1=C(N=CC2=C(C=CC=C12)C1=C(C=CC=C1OC)F)C(=O)NCCC